tert-butyl (1R,2S,3S,5S)-3-[benzyl(methyl)amino]-2-fluoro-8-azabicyclo[3.2.1]octane-8-carboxylate C(C1=CC=CC=C1)N([C@@H]1[C@@H]([C@H]2CC[C@@H](C1)N2C(=O)OC(C)(C)C)F)C